1-(2-(benzyloxy)-4-fluorophenyl)ethan-1-one C(C1=CC=CC=C1)OC1=C(C=CC(=C1)F)C(C)=O